(1R,3S)-3-fluoro-1-[(2-methylpropane-2-sulfinyl)amino]-8-azaspiro[4.5]decane-8-carboxylic acid tert-butyl ester C(C)(C)(C)OC(=O)N1CCC2(C[C@@H](C[C@H]2NS(=O)C(C)(C)C)F)CC1